ethyl 4-(5-methyl-7H-pyrrolo[2,3-d]pyrimidin-4-yl)-3,4-dihydro-2H-1,4-thiazine-6-carboxylate CC1=CNC=2N=CN=C(C21)N2CCSC(=C2)C(=O)OCC